Cl.C1(CC1)C(C)(C)NN (2-cyclopropylpropan-2-yl)hydrazine hydrochloride